2-(hydroxymethyl)-6-(oxetan-3-yl)-1,6-naphthyridin-5(6H)-one OCC1=NC=2C=CN(C(C2C=C1)=O)C1COC1